4-(4-bromobenzo[d]thiazol-2-yl)-6,7-dihydro-1H-imidazo[4,5-c]pyridine BrC1=CC=CC2=C1N=C(S2)C2=NCCC1=C2N=CN1